2-(3-((tert-Butoxycarbonyl)amino)prop-1-yn-1-yl)-4-hydroxybenzoic acid methyl ester COC(C1=C(C=C(C=C1)O)C#CCNC(=O)OC(C)(C)C)=O